C(C1=CC=CC=C1)(=O)C1=CC=C2C=CC=NC2=C1O 7-benzoyl-8-hydroxyquinoline